C(C)(C)(C)OC([C@@H](CC1=CC(=CC=C1)O)[C@@H]1CN(CC1)C(=O)OC(C)(C)C)=O tert-butyl (3R)-3-[(2S)-1-(tert-butoxy)-3-(3-hydroxyphenyl)-1-oxopropane-2-yl]pyrrolidine-1-carboxylate